i-butyl-4-methylpyridinium hexafluorophosphate F[P-](F)(F)(F)(F)F.C(C(C)C)[N+]1=CC=C(C=C1)C